C(C)(C)NC(=O)C1=CC=C(CN2C(C(C3=CC(=CC=C23)NC(C2=CC=C(C=C2)F)=O)=O)=O)C=C1 N-(1-(4-(isopropylcarbamoyl)benzyl)-2,3-diketoindol-5-yl)-4-fluorobenzamide